lactic acid-hemicalcium salt [Ca+2].C(C(O)C)(=O)[O-].C(C(O)C)(=O)[O-].C(C(O)C)(=O)[O-].C(C(O)C)(=O)[O-]